FC(S(=O)(=O)[O-])(F)F.C(C)(C)(C)C1=C(C=CC=C1)[I+]C1=C(C=CC=C1)C(C)(C)C bis-(tert-butylphenyl)-iodonium trifluoromethanesulfonate